FC=1C=C(CCN2N=CC(=C2)CNC2=NC=3N([C@H](C(NC3C=N2)=O)C)C)C=C(C1)F (7S)-2-(((1-(3,5-difluorophenethyl)-1H-pyrazol-4-yl)methyl)amino)-7,8-dimethyl-7,8-dihydropteridin-6(5H)-one